OC1=CC2=C(N=C(S2)NC(=O)C2C(C3C=CC2C3)C(=O)O)C=C1 3-[(6-hydroxy-1,3-benzothiazol-2-yl)carbamoyl]bicyclo[2.2.1]hept-5-ene-2-carboxylic acid